3-methyl 3-allylazetidine-1,3-dicarboxylate C(C=C)C1(CN(C1)C(=O)[O-])C(=O)OC